Cl.Cl.N[C@H](CC1=C(C=2N=C(N=C(C2S1)NCC=1SC=CC1)Cl)Br)C1CC1 6-[(2R)-2-amino-2-cyclopropylethyl]-7-bromo-2-chloro-N-[(thiophen-2-yl)methyl]thieno[3,2-d]pyrimidin-4-amine dihydrochloride